(1R,3S,4R)-1-(3-(5-fluoropyrimidin-2-yl)benzyl)-3-hydroxy-4-(N-(4-methoxybenzyl)methylsulfonamido)cyclopentane-1-carboxylate FC=1C=NC(=NC1)C=1C=C(C[C@@]2(C[C@@H]([C@@H](C2)N(S(=O)(=O)C)CC2=CC=C(C=C2)OC)O)C(=O)[O-])C=CC1